4-((1H-pyrrolo[2,3-b]pyridin-5-yl)methyl)-N-hydroxy-3-oxo-3,4-dihydro-2H-benzo[b][1,4]oxazine-6-carboxamide N1C=CC=2C1=NC=C(C2)CN2C1=C(OCC2=O)C=CC(=C1)C(=O)NO